N[C@H](CS)C(=O)O (S)-cysteine